ClC1=CC(=C(COC=2C(=CC(=C(C2)C=2CCN(CC2)CC2=NC3=C(N2C[C@H]2OCC2)C=C(C=C3)C(=O)O)F)F)C=C1)F (S)-2-((4-(5-((4-chloro-2-fluorobenzyl)oxy)-2,4-difluorophenyl)-3,6-dihydropyridin-1(2H)-yl)methyl)-1-(oxetan-2-ylmethyl)-1H-benzo[d]imidazole-6-carboxylic acid